C(C)OC(=O)C1(CN(C1)C(NC1=C2CCCC2=CC=2CCCC12)=O)C 1-((1,2,3,5,6,7-hexahydro-s-indacen-4-yl)carbamoyl)-3-methylazetidine-3-carboxylic acid ethyl ester